monochloroformic acid ClC(=O)O